C(#N)N1CC(CCC1)(C(=O)NC1=CC(=NO1)C1=CC(=CC=C1)C#N)F cyano-N-(3-(3-cyanophenyl)isoxazol-5-yl)-3-fluoropiperidine-3-carboxamide